C(C)(C)OC=1C=CC=2C(N1)=NN(C2)C2CCOCC2 6-isopropoxy-2-(tetrahydro-2H-pyran-4-yl)-2H-pyrazolo[3,4-b]pyridine